4-(3-fluoropyridin-2-yl)aniline FC=1C(=NC=CC1)C1=CC=C(N)C=C1